C(C)(C)(C)C1=C(C=C(C=C1)N1C(C2=CC(=CC=C2[C@@H]([C@H]1C1=CC2=C(OCCO2)C=C1)CC(=O)O)F)=O)Cl |r| 2-((3S,4S) and (3R,4R)-2-(4-(tert-butyl)-3-chlorophenyl)-3-(2,3-dihydrobenzo[b][1,4]dioxin-6-yl)-7-fluoro-1-oxo-1,2,3,4-tetrahydroisoquinolin-4-yl)acetic acid